2-Chloro-4-(1-(4-fluoro-3-hydroxyphenyl)-1H-pyrazolo[3,4-b]pyridine-5-yl)phenol ClC1=C(C=CC(=C1)C=1C=C2C(=NC1)N(N=C2)C2=CC(=C(C=C2)F)O)O